N-((1H-benzo[d]imidazol-6-yl)methyl)-2-((2-(3-(dimethylamino)phenoxy)ethoxy)methyl)-N-(3-methoxybenzyl)pyridin-4-amine N1C=NC2=C1C=C(C=C2)CN(C2=CC(=NC=C2)COCCOC2=CC(=CC=C2)N(C)C)CC2=CC(=CC=C2)OC